methanesulfonyl-4-methyl-5-oxo-5h,8h-pyrido[2,3-d]pyrimidine-6-carboxylate CS(=O)(=O)C=1N=C(C2=C(N1)NC=C(C2=O)C(=O)[O-])C